2-[(3R)-3-[4-AMINO-3-(2-FLUORo-4-PHENOXY-PHENYL)PYRAZOLO[3,4-D]PYRIMIDIN-1-YL]PIPERIDIN-1-CARBONYL]-4-METHYL-4-[4-(OXETAN-3-YL)PIPERAZIN-1-YL]PENT-2-ENENITRIL NC1=C2C(=NC=N1)N(N=C2C2=C(C=C(C=C2)OC2=CC=CC=C2)F)[C@H]2CN(CCC2)C(=O)C(C#N)=CC(C)(N2CCN(CC2)C2COC2)C